FC(C(C(C(F)(F)F)(F)F)(CCCO)F)(F)F 3-(Perfluoro-2-butyl)propanol